N-(4-{[2-(hydroxymethyl)morpholin-4-yl]methyl}phenyl){[(4-methoxyphenyl)methyl]amino}carboxamide OCC1CN(CCO1)CC1=CC=C(C=C1)NC(=O)NCC1=CC=C(C=C1)OC